2-(2,6-dioxopiperidin-3-yl)-5-(4-hydroxy-1-((3-oxo-2-phenylisoindolin-5-yl)methyl)piperidin-4-yl)isoindoline-1,3-dione O=C1NC(CCC1N1C(C2=CC=C(C=C2C1=O)C1(CCN(CC1)CC=1C=C2C(N(CC2=CC1)C1=CC=CC=C1)=O)O)=O)=O